BrC=1C=C2CCN(CC2=CC1)C(C(C)(C)O)=O 1-(6-bromo-3,4-dihydroisoquinolin-2(1H)-yl)-2-hydroxy-2-methylpropan-1-one